CN(C(=O)C1C[C@H](C([C@@H](C1)OCCC(=O)O)OCCC(=O)O)OCCC(=O)O)CCCCCCOC(C(F)(F)F)=O 3,3',3''-(((1R,2S,3R,5S)-5-(N-methyl(6-(2,2,2-trifluoroacetoxy)hexyl)carbamoyl)cyclohexane-1,2,3-triyl)tris(oxy))tripropionic acid